ClC1=C(C=CC(=C1)F)C1C(=C(N=C(N1C(=O)OC(C)(C)C)C=1N=COC1C)C)C(=O)OC 1-tert-Butyl 5-methyl 6-(2-chloro-4-fluorophenyl)-4-methyl-2-(5-methyloxazol-4-yl)pyrimidine-1,5(6H)-dicarboxylate